2-(2,6-dioxopiperidin-3-yl)-5-((3-(4-(2-(4-((2-(pyrrolidin-1-yl)pyrimidin-4-yl)methoxy)phenyl)propan-2-yl)phenoxy)propyl)amino)isoindolin-1,3-dione O=C1NC(CCC1N1C(C2=CC=C(C=C2C1=O)NCCCOC1=CC=C(C=C1)C(C)(C)C1=CC=C(C=C1)OCC1=NC(=NC=C1)N1CCCC1)=O)=O